C(#C)C=1SC=C(N1)NC(=O)NCC1=CC=C(C=C1)C1=NC=CC(=C1)N1CCCC1 1-(2-Ethynylthiazol-4-yl)-3-(4-(4-(pyrrolidin-1-yl)pyridin-2-yl)benzyl)urea